tert-butyl (((Z)-4-((3,4-dichloro-2-fluorophenyl)imino)-1-((S)-tetrahydrofuran-3-yl)-1,4,6,7-tetrahydrofuro[3,2-g]quinazolin-6-yl)methyl)carbamate ClC=1C(=C(C=CC1Cl)\N=C\1/N=CN(C2=CC3=C(C=C12)C(CO3)CNC(OC(C)(C)C)=O)[C@@H]3COCC3)F